(2-(2-chloro-5-fluorophenylamino)-5-(2-hydroxy-prop-2-yl)pyridin-3-yl)-3-fluoro-5-(trifluoromethyl)benzamide tert-butyl-(3R)-3-(3-aminopyrazol-1-yl)pyrrolidine-1-carboxylate C(C)(C)(C)OC(=O)N1C[C@@H](CC1)N1N=C(C=C1)N.ClC1=C(C=C(C=C1)F)NC1=NC=C(C=C1C1=C(C(=O)N)C=C(C=C1F)C(F)(F)F)C(C)(C)O